diethoxypropane C(C)OC(C)(C)OCC